CN1C[C@@H]2C[C@@H]2C1 (1R,5S,6s)-3-methyl-3-azabicyclo[3.1.0]hexane